N=1N(N=C2C1C=CC=C2)C2=C(C(=CC(=C2)CC(C)(C)C)CC(C)(C)C)O 2-(2H-benzotriazol-2-yl)-4,6-dineopentylphenol